(S)-5-((R)-3-cyclopentyl-2-((N-hydroxyformamido)methyl)propionyl)-N-(isoxazol-5-yl)-5-azaspiro[2.4]heptane-6-carboxamide C1(CCCC1)C[C@@H](C(=O)N1CC2(CC2)C[C@H]1C(=O)NC1=CC=NO1)CN(C=O)O